N-(pyridazin-4-ylmethyl)-1H-indole-2-carboxamide N1=NC=C(C=C1)CNC(=O)C=1NC2=CC=CC=C2C1